BrCC1=CC=C(C(=N1)F)C1(N=NCO1)C(F)F 6-(bromomethyl)-5-(fluoropyridin-3-yl)-5-(difluoromethyl)-1,3,4-oxadiazole